para-toluenesulfonyl-(p-toluenesulfonyl) chloride C(C1=CC=CC=C1)S(=O)(=O)C1(CC=C(C)C=C1)S(=O)(=O)Cl